lauryl-phenol phosphate P(=O)(O)(O)OC1=C(C=CC=C1)CCCCCCCCCCCC